BrC=1SC(=C(N1)C(=O)O)Cl 2-bromo-5-chloro-thiazole-4-carboxylic acid